N-(1-(azetidin-1-ylmethyl)cyclopropyl)-2-(3-chloro-4-fluorophenyl)-2-methylpropanamide N1(CCC1)CC1(CC1)NC(C(C)(C)C1=CC(=C(C=C1)F)Cl)=O